C(C)N1CC2(CC2)CC(C1)OC=1C=C2CN(C(C2=CC1)=O)N1C(CCCC1=O)=O (5-((5-ethyl-5-azaspiro[2.5]octane-7-yl)oxy)-1-oxoisoindolin-2-yl)piperidine-2,6-dione